5-cyclopropyl-3-(2,6-dichlorophenyl)-1,2-oxazole-4-carboxylic acid (1S,4S,5R)-2-[4-(methylsulfonylcarbamoyl) phenyl]-2-azabicyclo[2.2.1]heptan-5-yl ester CS(=O)(=O)NC(=O)C1=CC=C(C=C1)N1[C@@H]2C[C@H]([C@H](C1)C2)OC(=O)C=2C(=NOC2C2CC2)C2=C(C=CC=C2Cl)Cl